(3E)-7,7-dipropoxy-1,3-heptadiene C(CC)OC(CC/C=C/C=C)OCCC